C(C1=CC=CC=C1)OC1(C2=NN=C(C3=C(C=C(C(C(CCC(CCC1)(F)F)=O)=N3)C(F)(F)F)NC(OC(C)(C)C)=O)O2)C(F)(F)F tert-butyl N-[6-benzyloxy-10,10-difluoro-13-oxo-6,15-bis(trifluoromethyl)-19-oxa-3,4,18-triazatricyclo[12.3.1.12,5]nonadeca-1(17),2,4,14(18),15-pentaen-17-yl]carbamate